N-[2-(4-Fluorophenyl)ethyl]-5-(4-methoxyphenyl)-3,3-dimethylmorpholine-4-carboxamide FC1=CC=C(C=C1)CCNC(=O)N1C(COCC1C1=CC=C(C=C1)OC)(C)C